NC1CSC=2C=3C1=C1C(=NC3C=C(C2C)F)C2=CC3=C(C(N2C1)=O)COC([C@]3(O)CC)=O (9S)-1-amino-9-ethyl-5-fluoro-9-hydroxy-4-methyl-1,9,12,15-tetrahydro-13H-pyrano[3',4':6,7]indolizino[1,2-b]thiopyrano[4,3,2-de]quinoline-10,13(2H)-dione